(R)-4-((1-((tert-butyldimethylsilyl)oxy)-2-methylhex-2-yl)amino)-2-((2,4-dimethoxybenzyl)amino)-1,5-naphthyridine-3-carboxylic acid ethyl ester C(C)OC(=O)C=1C(=NC2=CC=CN=C2C1N[C@@](CO[Si](C)(C)C(C)(C)C)(CCCC)C)NCC1=C(C=C(C=C1)OC)OC